NC1=NC(=NC=C1CN(C=O)C(C)=C(CCOP(=O)(O)O)\S=C(\C1=CC=C(C=C1)F)/[O-])C (Z)-S-(2-(N-((4-amino-2-methylpyrimidin-5-yl)methyl)formamido)-5-(phosphonooxy)pent-2-en-3-yl)4-fluorobenzothioate